CC1(CCC=CCCC1)C(=O)[O-] 1-methylcyclooct-4-ene-1-carboxylate